4-(4-cyclohexylbenzyl)-2,5-dimethylthiophene C1(CCCCC1)C1=CC=C(CC=2C=C(SC2C)C)C=C1